C(CCCCCCCCCCC(=O)OC)(=O)OC Dimethyl dodecanedioate